N-(4-hydroxy-3-(methylsulfonyl)phenyl)-4-(4-((trifluoromethyl)thio)phenylethoxy)benzamide OC1=C(C=C(C=C1)NC(C1=CC=C(C=C1)OCCC1=CC=C(C=C1)SC(F)(F)F)=O)S(=O)(=O)C